NC1(C(C1C1=CC=CC=C1)C1=CC=CC=C1)C(=O)OCC ethyl 1-amino-2,3-diphenylcyclopropane-1-carboxylate